2-methoxy-4-[6-(1-methylpyrazol-4-yl)imidazo[1,2-a]pyrazin-3-yl]phenol COC1=C(C=CC(=C1)C1=CN=C2N1C=C(N=C2)C=2C=NN(C2)C)O